C(C)(C)(C)OC(=O)N1CC(C2(CC2)CC1)OC 4-Methoxy-6-azaspiro[2.5]octane-6-carboxylic acid tert-butyl ester